C1(=CC=CC=C1)S(=O)C=1C=C(C=CC1)C1=CC=CC=C1 3-[(phenyl)sulfinyl]biphenyl